2-oxaspiro[4.5]decan-8-one C1OCCC12CCC(CC2)=O